C1(CCCC1)OC1=CC(=CC2=C1C(N1[C@@H](CO2)C[C@@H](C1)OC1=NC=C2CCC(NC2=C1)=O)=O)C (2S,11aR)-6-(cyclopentyloxy)-8-methyl-2-((2-oxo-1,2,3,4-tetrahydro-1,6-naphthyridine-7-yl)oxy)-2,3,11,11a-tetrahydro-1H,5H-benzo[f]pyrrolo[2,1-c][1,4]oxazepin-5-one